NC1=C(C=C(C=N1)C=1C=C2CCOCC2=C(C1)[C@H]1N(CCC1)C(=O)OC(C)(C)C)C=1SC=CN1 tert-butyl (S)-2-(6-(6-amino-5-(thiazol-2-yl)pyridin-3-yl)isochroman-8-yl)pyrrolidine-1-carboxylate